Cl.NN1C(CCC1)=O 1-aminopyrrolidin-2-one hydrochloride